(1R,2R)-2-[1-(3-Fluorobenzyl)-1H-pyrazol-3-yl]Cyclopropyl-benzenesulfonamide FC=1C=C(CN2N=C(C=C2)[C@H]2[C@@H](C2)C2=C(C=CC=C2)S(=O)(=O)N)C=CC1